sodium rel-(3R,5S,E)-7-(3-(4-bromophenyl)-1-isopropyl-1H-indol-2-yl)-3,5-dihydroxyhept-6-enoate BrC1=CC=C(C=C1)C1=C(N(C2=CC=CC=C12)C(C)C)/C=C/[C@H](C[C@H](CC(=O)[O-])O)O.[Na+] |o1:21,23|